1-(2-(1H-indol-3-yl)ethyl)-6-(benzyloxy)-7-methoxy-1,2,3,4-tetrahydroisoquinoline N1C=C(C2=CC=CC=C12)CCC1NCCC2=CC(=C(C=C12)OC)OCC1=CC=CC=C1